C[C@@H]1O[C@@H](CN(C1)C=1C=CC(=NC1)C=1C=NC(=CC1NC1=NC(=CC(=C1)N1[C@@H](COCC1)C)S(=O)(=O)C)NC(C)=O)C N-(5-(cis-2,6-dimethylmorpholino)-4'-((4-((R)-3-methylmorpholino)-6-(methylsulfonyl)pyridin-2-yl)amino)-[2,3'-bipyridin]-6'-yl)acetamide